NC1=NC=CC=C1C1=NC=2C(=NC(=CC2)C2=CC=CC=C2)N1C1=CC=C(CN2CCNCCC2)C=C1 4-(4-(2-(2-Aminopyridin-3-yl)-5-phenyl-3H-imidazo[4,5-b]pyridin-3-yl)benzyl)-1,4-diazepan